C(C)(C)OC1=C(C=C2CCN3C(C2=C1)=C(N=C3)C=3SC=CC3)OC 9-isopropoxy-8-methoxy-1-(thiophen-2-yl)-5,6-dihydroimidazo[5,1-a]isoquinoline